tert-Butyl 3-(7-bromo-5-isopropylbenzo[d]oxazol-2-yl)-3,8-diazabicyclo[3.2.1]octane-8-carboxylate BrC1=CC(=CC=2N=C(OC21)N2CC1CCC(C2)N1C(=O)OC(C)(C)C)C(C)C